2-chloro-4-methyl-6-((trimethylsilyl)ethynyl)pyrimidine ClC1=NC(=CC(=N1)C)C#C[Si](C)(C)C